4-chloromethyl-5-isopropyl-1,3-dioxolan-2-one ClCC1OC(OC1C(C)C)=O